[Si](C)(C)(C(C)(C)C)OC1=CC(=C(C=C1)NC(C1=C(C=C(C=C1)C(F)(F)F)NC1=C(C=C(C=C1)F)C)=O)C N-(4-((tert-butyldimethylsilyl)-oxy)-2-methylphenyl)-2-((4-fluoro-2-methylphenyl)-amino)-4-(trifluoromethyl)-benzamide